C(CCCCCCCC(=O)OCCOCCCCCC)(=O)OCCOCCCCCC bis(2-hexyloxyethyl) azelate